N,N,N-tri(1-phosphonopropyl)amine P(=O)(O)(O)C(CC)N(C(CC)P(=O)(O)O)C(CC)P(=O)(O)O